2-(4-chlorophenoxy)-isobutyric acid ClC1=CC=C(OC(C(=O)O)(C)C)C=C1